CC1=C(C=2N(N=C1N1CC=3C=C(C=NC3CC1)C=1C=NC(=CC1)N1CCN(CC1)C)C=NN2)C 6-(7,8-dimethyl-[1,2,4]triazolo[4,3-b]pyridazin-6-yl)-3-(6-(4-methylpiperazin-1-yl)pyridin-3-yl)-5,6,7,8-tetrahydro-1,6-naphthyridine